aniline benzenesulfinate salt C1(=CC=CC=C1)S(=O)O.NC1=CC=CC=C1